4-(4-{3,8-diazabicyclo[3.2.1]octan-3-yl}-8-fluoro-2-[(1-methyl-octahydro-1H-indol-3a-yl)methoxy]pyrido[4,3-d]pyrimidin-7-yl)-5-ethynyl-6-fluoronaphthalen-2-ol C12CN(CC(CC1)N2)C=2C1=C(N=C(N2)OCC23CCN(C3CCCC2)C)C(=C(N=C1)C1=CC(=CC2=CC=C(C(=C12)C#C)F)O)F